ClC=1C=C2C(=NC1)NC=C2C(=O)C2=C(C(=CC=C2)NS(NCCCOC)(=O)=O)F (5-chloro-1H-pyrrolo[2,3-b]pyridin-3-yl)-[2-fluoro-3-(3-methoxypropylsulfamoylamino)phenyl]methanone